FC(=C(CC1=NSC(=N1)NC(=O)C=1OC=C(C1)C1=CC(=CC=C1)OC)C)F N-(3-(3,3-difluoro-2-methylallyl)-1,2,4-thiadiazol-5-yl)-4-(3-methoxyphenyl)furan-2-Formamide